N-(2-(methylthio)ethyl)-5-(3-(trifluoromethyl)phenyl)furan-2-carboxamide CSCCNC(=O)C=1OC(=CC1)C1=CC(=CC=C1)C(F)(F)F